C(C)(=O)C1=C(C=C2C=NC(=NC2=C1)C)N1CCC2(COC2)CC1 7-acetyl-2-methyl-6-(2-oxa-7-azaspiro[3.5]nonan-7-yl)quinazoline